FC(C=1C(=C(C=CC1)[C@@H](C)NC=1C2=C(N=CN1)N(C(C(=C2)C2CCS(CC2)(=O)=NC2COC2)=O)C)F)F 4-[[(1R)-1-[3-(difluoromethyl)-2-fluoro-phenyl]ethyl]amino]-8-methyl-6-[1-(oxetan-3-ylimino)-1-oxo-thian-4-yl]pyrido[2,3-d]pyrimidin-7-one